CON=C1C=CN=CC=C1 azepin-4-one O-methyloxime